CC(CC(C)N)(N)C dimethyl-1,3-diaminobutane